N-acetyl-α-d-glucosamine 1-Phosphate P(=O)(O)(O)OC1[C@H](NC(C[2H])=O)[C@@H](O)[C@H](O)[C@H](O1)CO